ClC1=NC2=CC=CC=C2C(=N1)N(C)C1=CC=C(C=C1)F 2-chloro-N-(4-fluorophenyl)-N-methyl-quinazolin-4-amine